CNC(C1=NC(=C(C=C1)N1CCN(CC1)CC1=CC=C2C(N(C(NC2=C1)=O)C)=S)C)=O N,6-dimethyl-5-(4-((3-methyl-2-oxo-4-thioxo-1,2,3,4-tetrahydroquinazolin-7-yl)methyl)piperazin-1-yl)picolinamide